NC=1N(C(C=2C=C(C=NC2C1C(=O)OCC)C1CC1)=O)C1=C(C(=CC=C1C)OC)C ethyl 7-amino-3-cyclopropyl-6-(3-methoxy-2,6-dimethylphenyl)-5-oxo-5,6-dihydro-1,6-naphthyridine-8-carboxylate